C(C)[C@@H]1[C@@H](C2=CC=C(C=C2CC1)O)C1=CC=C(C=C1)N1CCCCC1 1-(4-((1R,2S)-2-Ethyl-6-hydroxy-1,2,3,4-tetrahydronaphthalen-1-yl)phenyl)piperidine